C(C)(C)NC1=NC(=CC(=N1)C=1C=C(C#N)C=CC1)C=1N=NN(C1)CC1=NC(=CC=C1)COC m-[2-(isopropylamino)-6-(1-{[6-(methoxymethyl)-2-pyridinyl]methyl}-1H-1,2,3-triazol-4-yl)-4-pyrimidinyl]benzonitrile